BrC1=CC(=C(CNC(OC(C)(C)C)=O)C=C1)CC(F)F tert-butyl (4-bromo-2-(2,2-difluoroethyl)benzyl)carbamate